1-[3-(trifluoromethyl)phenyl]ethanol FC(C=1C=C(C=CC1)C(C)O)(F)F